BrC=1C(=NN(N1)C)C(O)C1=NN2C(OCCC2)=C1 (5-bromo-2-methyl-2H-1,2,3-triazol-4-yl)(6,7-dihydro-5H-pyrazolo[5,1-b][1,3]oxazin-2-yl)methanol